ClC1=NC=C(C(=N1)N1CC(C2=CC=CC=C12)C#N)Cl 1-(2,5-dichloropyrimidin-4-yl)indoline-3-carbonitrile